nicotinic acid trifluoroacetate salt FC(C(=O)O)(F)F.C(C1=CN=CC=C1)(=O)O